O[C@](C(=O)O)(CS(=O)(=O)C)C (R)-2-hydroxy-2-methyl-3-(methylsulfonyl)propionic acid